2-(((2-((2-chloro-3-(3-chloro-2-(4-(((2-hydroxyethyl)amino)methyl)-3-methoxyphenyl)pyridin-4-yl)phenyl)amino)-3-fluoropyridin-4-yl)methyl)amino)ethan-1-ol ClC1=C(C=CC=C1C1=C(C(=NC=C1)C1=CC(=C(C=C1)CNCCO)OC)Cl)NC1=NC=CC(=C1F)CNCCO